C(C\C=C\CCC(=O)O)C(=O)O trans-3-hexene-1,6-dicarboxylic acid